P(=O)(OCC#C)(OOCC(=C)C(F)(F)F)Cl Propargyl (2-trifluoromethyl-2-propen-1-oxy) chlorophosphate